3,4-Dichloro-5-methyl-N-(4-(5-oxo-4,5-dihydro-1,2,4-oxadiazol-3-yl)-2-(4-phenylpiperazin-1-yl)phenyl)-1H-pyrrole ClC1=CN(C(=C1Cl)C)C1=C(C=C(C=C1)C1=NOC(N1)=O)N1CCN(CC1)C1=CC=CC=C1